diisopropyl ((4-aminopiperidin-1-yl) methyl) phosphate P(=O)(OC(C)C)(OC(C)C)OCN1CCC(CC1)N